C(C)N1N=C(C(=C1)C1=C(C=CC=C1)[C@H]1C2=C(CN(C1)C(\C=C\C(C)NC)=O)SC(=C2)C#N)C(F)(F)F (4S)-4-(2-(1-Ethyl-3-(trifluoromethyl)-1H-pyrazol-4-yl)phenyl)-6-((E)-4-(methylamino)pent-2-enoyl)-4,5,6,7-tetrahydrothieno[2,3-c]pyridine-2-carbonitrile